O1C(=NN=C1)C=1N=C2N(C=3N=C(C=C(C3C=C2)C2=CC=C(C=C2)C(C)(C)O)C(C(F)(F)F)(F)F)C1 2-(4-(8-(1,3,4-oxadiazol-2-yl)-2-(perfluoroethyl)imidazo[1,2-a][1,8]naphthyridin-4-yl)phenyl)propan-2-ol